C(C)(C)(C)OC(NC1(CCNCC1)CO)=O (4-(hydroxymethyl)piperidin-4-yl)carbamic acid tert-butyl ester